CS(=O)(=O)OC=1OC(=CC1)COC(CCCCCCCCCCCCC)=O (5-((tetradecanoyloxy) methyl) furan-2-yl) methanesulfonate